OC[C@H]1CN(CCN1C)C(=O)OCC[Si](C)(C)C 2-trimethylsilylethyl (3R)-3-(hydroxymethyl)-4-methyl-piperazine-1-carboxylate